COCC(COC)(C)C 1,3-dimethoxy-2,2-dimethylpropane